9-hydroxy-12-(2-methoxypyridin-4-yl)-5-methyl-4-thia-2,12-diazatricyclo[7.3.0.03,7]dodeca-1,3(7),5-trien-8-one OC12C(C=3C=C(SC3N=C2N(CC1)C1=CC(=NC=C1)OC)C)=O